CN(C(=O)NC1=NC2=C(N1)C=CC(=C2)C2=NNC(C1=CC=CC=C21)=O)C 1,1-Dimethyl-3-(5-(4-oxo-3,4-dihydrophthalazin-1-yl)-1H-benzimidazol-2-yl)urea